Methyl-(2-thiophen-3-yl-imidazo[1,2-a]pyridin-7-yl)-amine CNC1=CC=2N(C=C1)C=C(N2)C2=CSC=C2